C[Si](OC[C@@H]1[C@H]([C@H](C[C@H]1OC1OCCCC1)OCC(=O)OCC=C)C=CC)(C(C)(C)C)C Allyl {[(1S,2R,3S,4R)-3-({[dimethyl(2-methyl-2-propanyl)silyl]oxy}methyl)-2-(1-propen-1-yl)-4-(tetrahydro-2H-pyran-2-yloxy)cyclopentyl]oxy}acetate